6-(3-amino-6-(1-methyl-1H-pyrazol-4-yl)pyrazin-2-yl)-2-(3,5-dimethoxyphenyl)-4-isopropylpyridazin-3(2H)-one NC=1C(=NC(=CN1)C=1C=NN(C1)C)C=1C=C(C(N(N1)C1=CC(=CC(=C1)OC)OC)=O)C(C)C